2-((2R,5s)-2-(benzo[d]thiazol-5-yl)-5-methylpiperidin-1-yl)-2-oxoacetamide S1C=NC2=C1C=CC(=C2)[C@@H]2N(C[C@H](CC2)C)C(C(=O)N)=O